3-(2,5-dimethoxy-4-(trifluoromethyl)phenyl)piperidine hydrochloride Cl.COC1=C(C=C(C(=C1)C(F)(F)F)OC)C1CNCCC1